C(#N)C=1C=NN(C1)C=1C=C(C=2N(C1)C[C@H](N2)C)C(=O)N[C@H](C)C2=C(C(=CC=C2)C(F)F)F (2R)-6-(4-cyanopyrazol-1-yl)-N-[(1R)-1-[3-(difluoromethyl)-2-fluoro-phenyl]ethyl]-2-methyl-2,3-dihydroimidazo[1,2-a]pyridine-8-carboxamide